C1(=CC=C(C=C1)CCCCO)CCCCO 1,4-benzenedibutanol